desaminocysteine C(CS)C(=O)O